Thiobis(2-t-butyl-5-methylphenol) S(C=1C(=C(C=C(C1)C)O)C(C)(C)C)C=1C(=C(C=C(C1)C)O)C(C)(C)C